O[C@@H]1C[C@H](N(C1)C([C@H](C(C)C)N1N=NC(=C1)C1=NC=CC=C1)=O)C(=O)NC (2S,4R)-4-hydroxy-N-methyl-1-((S)-3-methyl-2-(4-(pyridin-2-yl)-1H-1,2,3-triazol-1-yl)butanoyl)pyrrolidine-2-carboxamide